S(=O)(=O)(O)O.N[C@@H](CCCCN)C(=O)O L-lysine (sulfate)